(3-(trifluoromethyl)phenyl)pyrimidin-4-amine FC(C=1C=C(C=CC1)C1=NC=CC(=N1)N)(F)F